C(CCC)[Si](C1=CC=C(C=C1)P(C1=CC=C(C=C1)[Si](CCCC)(CCCC)CCCC)N)(CCCC)CCCC bis(4-(tributylsilyl)phenyl)phosphino-amine